2-(4-chloro-phenyl)-6-(phenanthren-9-yl)-benzoxazole ClC1=CC=C(C=C1)C=1OC2=C(N1)C=CC(=C2)C=2C1=CC=CC=C1C=1C=CC=CC1C2